3-morpholino-4-(piperazin-1-yl)benzonitrile O1CCN(CC1)C=1C=C(C#N)C=CC1N1CCNCC1